2,6-diethyl-3,5-difluoro-4-methylbenzyl (1R)-trans-3-(2-cyano-1-propenyl)-2,2-dimethylcyclopropanecarboxylate C(#N)C(=C[C@H]1C([C@@H]1C(=O)OCC1=C(C(=C(C(=C1CC)F)C)F)CC)(C)C)C